3-methyl-isochroman-1-one CC1OC(C2=CC=CC=C2C1)=O